(±)-(5-fluoro-2-(methoxymethoxy)phenyl)(p-tolyl)methanol FC=1C=CC(=C(C1)[C@H](O)C1=CC=C(C=C1)C)OCOC |r|